iso-pentacosyl isostearate C(CCCCCCCCCCCCCCC(C)C)(=O)OCCCCCCCCCCCCCCCCCCCCCCC(C)C